N[C@H](C=1N=C2N(N=C(C=C2)CC2C(NC[C@@H](C2)C(F)(F)F)=O)C1)C1CC2(C1)CC(C2)(F)F (5R)-3-((2-((S)-amino(6,6-difluorospiro[3.3]heptan-2-yl)methyl)imidazo[1,2-b]pyridazin-6-yl)methyl)-5-(trifluoromethyl)piperidin-2-one